NC[C@H]1NC([C@H](SCC1)C1=CC(=CC=C1)OC1=CC=CC=C1)=O (2R,5S)-5-(aminomethyl)-2-(3-phenoxyphenyl)-1,4-thiazepan-3-one